[Cl-].[Cl-].C1(C=CC2=CC=CC=C12)[Hf+2]C1C(=CC2=CC=CC=C12)C indenyl-(2-methylindenyl)hafnium dichloride